(R)-4-(7-(3,5-dimethylisoxazol-4-yl)-2-(1H-pyrrolo[2,3-b]pyridin-4-yl)thieno[3,2-d]pyrimidin-4-yl)-3-methylmorpholine CC1=NOC(=C1C1=CSC2=C1N=C(N=C2N2[C@@H](COCC2)C)C2=C1C(=NC=C2)NC=C1)C